O1C=NC2=C1C=1C(CCC1C=C2)CCNC(CC)=O N-[2-(7,8-dihydro-6H-indeno[5,4-d][1,3]oxazol-8-yl)ethyl]propionamide